N,N'-di-benzylethylenediamine diacetate C(C)(=O)O.C(C)(=O)O.C(C1=CC=CC=C1)NCCNCC1=CC=CC=C1